C(#N)C1=NC2=CC(=CC(=C2N=C1N1CCN(CC1)C1=C(C=CC=C1)F)[C@@H](C)NC1=C(C(=O)O)C=CC=C1)C (R)-2-((1-(2-cyano-3-(4-(2-fluoro-phenyl)piperazin-1-yl)-7-methyl-quinoxalin-5-yl)ethyl)amino)benzoic acid